ClC=1C=C(C=C(C1OC1=NNC(C(=C1C)C)=O)Cl)N1N=C(C(NC1=O)=O)C#N 2-(3,5-dichloro-4-((4,5-dimethyl-6-oxo-1,6-dihydropyridazin-3-yl)oxy)phenyl)-3,5-dioxo-2,3,4,5-tetrahydro-1,2,4-triazine-6-carbonitrile